4-amino-N-(2R,3S)-(3-amino-2-hydroxy-4-phenylbutyl)-N-isobutyl-benzenesulfonamide NC1=CC=C(C=C1)S(=O)(=O)N(CC(C)C)C[C@H]([C@H](CC1=CC=CC=C1)N)O